C1(CCC1)OC1=C2CC[C@@H](N(C2=CC=C1C=1C=NN(C1)[C@H]1C[C@H](NCC1)C)C(=O)OC)C methyl (S)-5-cyclobutoxy-2-methyl-6-(1-((2R,4R)-2-methylpiperidin-4-yl)-1H-pyrazol-4-yl)-3,4-dihydroquinoline-1(2H)-carboxylate